3-succinylarginate C(CCC(=O)O)(=O)C([C@H](N)C(=O)[O-])CCNC(N)=N